FC1=CC=C(C=C1)[C@@H](C)N (1R)-1-(4-fluorophenyl)ethylamine